ethyl 7-bromo-3-ethylbenzo[b]thiophene-2-carboxylate BrC1=CC=CC2=C1SC(=C2CC)C(=O)OCC